butyl-4,4-bis(t-butylperoxy)-pentanoate C(CCC)OC(CCC(C)(OOC(C)(C)C)OOC(C)(C)C)=O